NC=1C(NC2=C3C(=C(C=C2C1C1=CC(=CC=C1)O)Cl)C=CC=C3)=O 3-Amino-6-chloro-4-(3-hydroxyphenyl)-1H-benzo[h]quinolin-2-one